C(C1=CC=CC=C1)OC1CN(C1)C1C(CCCC1)OC=1C=C2CN(C(C2=CC1)=O)C1C(NC(CC1)=O)=O 3-(5-((2-(3-(benzyloxy)azetidin-1-yl)cyclohexyl)oxy)-1-oxoisoindolin-2-yl)piperidine-2,6-dione